ClCC(=O)NCC1CC2(C1)CCN(CC2)C(=O)OC(C)(C)C Tert-butyl 2-((2-chloroacetamido)methyl)-7-azaspiro[3.5]nonane-7-carboxylate